Aminonicotinoyl chloride NC1=C(C(=O)Cl)C=CC=N1